CSC1=NC=C(C(=N1)O[C@@H]1[C@@H](CCC1)O)C(F)(F)F (1R,2S)-2-((2-(methylthio)-5-(trifluoromethyl)pyrimidin-4-yl)oxy)cyclopentanol